(R)-3-(3-(3-(4-amino-8-methylpyrido[3,2-D]pyrimidin-6-yl)phenyl)isoxazol-5-yl)-3-hydroxy-1-methylpyrrolidin-2-one NC=1C2=C(N=CN1)C(=CC(=N2)C=2C=C(C=CC2)C2=NOC(=C2)[C@]2(C(N(CC2)C)=O)O)C